ethyl (3bR,4aR)-1-(2-(4-(2,3-dimethylphenyl)piperidin-1-yl)-2-oxoethyl)-3b,4,4a,5-tetrahydro-1H-cyclopropa[3,4]cyclopenta[1,2-c]pyrazole-3-carboxylate CC1=C(C=CC=C1C)C1CCN(CC1)C(CN1N=C(C2=C1C[C@@H]1[C@H]2C1)C(=O)OCC)=O